1-(4-{[4-(Aminomethyl)-2-(prop-2-yloxy)phenyl]methoxy}phenyl)-3-{[2-(2,6-dioxopiperidin-3-yl)-1-oxo-2,3-dihydro-1H-isoindol-5-yl]methyl}urea NCC1=CC(=C(C=C1)COC1=CC=C(C=C1)NC(=O)NCC=1C=C2CN(C(C2=CC1)=O)C1C(NC(CC1)=O)=O)OC(C)C